(5s,7s)-2-[cyclopropyl-(difluoro)methyl]-7-fluoro-5-phenyl-6,7-dihydro-5H-pyrrolo[1,2-b][1,2,4]triazole C1(CC1)C(C=1N=C2N(N1)[C@@H](C[C@@H]2F)C2=CC=CC=C2)(F)F